C1(=CC=CC2=CC3=CC=CC=C3C=C12)OC1C2C3C4C=CC(C3C(C1)C2)C4 8-anthracenyloxy-tetracyclo[4.4.0.12,5.17,10]-3-dodecene